(2-((1-cyclopropyl-1H-pyrazol-4-yl)amino)pyrimidin-4-yl)-2-fluorobenzoic acid methyl ester COC(C1=C(C(=CC=C1)C1=NC(=NC=C1)NC=1C=NN(C1)C1CC1)F)=O